dimethyl-bis-(p-phenylaminophenoxy)silane C[Si](OC1=CC=C(C=C1)NC1=CC=CC=C1)(OC1=CC=C(C=C1)NC1=CC=CC=C1)C